N1=CC(=CC=C1)NC(=O)C=1C=NN2C1C=C(C=C2)C2=CNC1=NC=C(C=C12)C=1C(=NN(C1C)C)C N-(pyridin-3-yl)-5-(5-(1,3,5-trimethyl-1H-pyrazol-4-yl)-1H-pyrrolo[2,3-b]pyridin-3-yl)pyrazolo[1,5-a]pyridine-3-carboxamide